6-(4-chlorophenyl)-N-(1H-indazol-3-yl)-2-(1-methyl-1H-pyrazol-4-yl)pyrimidine-4-formamide ClC1=CC=C(C=C1)C1=CC(=NC(=N1)C=1C=NN(C1)C)C(=O)NC1=NNC2=CC=CC=C12